FC(OC1=CC=C(CC2CCC3(CN(C3)C(=O)C3CC(C3)(C)O)CC2)C=C1)F (7-(4-(Difluoromethoxy)benzyl)-2-azaspiro[3.5]nonan-2-yl)((1s,3s)-3-hydroxy-3-methylcyclobutyl)methanone